COCN(C1=NC(=NC(=N1)N(C)C)N(C)C)C N2-(Methoxymethyl)-N2,N4,N4,N6,N6-pentamethyl-1,3,5-triazine-2,4,6-triamine